FC1([C@@H](C1)COC1=C2[C@H](C([C@H](C2=C(C=C1)SC(F)(F)F)O)(F)F)F)F (1S,3R)-4-[[(1S)-2,2-difluorocyclopropyl]methoxy]-2,2,3-trifluoro-7-(trifluoromethylsulfanyl)indan-1-ol